(5RS)-3-[6-chloro-3-(3-cyclopropyl-2-fluorophenoxy)pyridazin-4-yl]-5-[(2,4-dichlorophenyl)methyl]-5,6-dihydro-4H-1,2,4-oxadiazine ClC1=CC(=C(N=N1)OC1=C(C(=CC=C1)C1CC1)F)C1=NOC[C@H](N1)CC1=C(C=C(C=C1)Cl)Cl |r|